Cl.N[C@@H](C)C1=CC(=CS1)C(N)=N (S)-5-(1-aminoethyl)thiophene-3-carboximidamide HCl salt